C(C1=CC=CC=C1)(=O)OC1=C(C(=C(C(=C1)C(C)(C)C)O)C(C)(C)C)CCCCCC n-hexyl-3,5-di-t-butyl-4-hydroxyphenyl benzoate